2-[(10S)-12-[[(1S,5R)-3-azabicyclo[3.1.0]hexan-6-yl]methyl]-1,5,6,8,12-pentazatricyclo-[8.4.0.02,7]tetradeca-2(7),3,5-trien-4-yl]-4,6-difluorophenol [C@@H]12CNC[C@H]2C1CN1C[C@@H]2CNC=3N=NC(=CC3N2CC1)C1=C(C(=CC(=C1)F)F)O